COC1=CC2=C(OCC3=C(C2=O)C=C(C=C3)C3=CC(=CC=C3)OC)C=C1OC 2,3-dimethoxy-9-(3-methoxyphenyl)dibenzo[b,e]oxepin-11(6H)-one